FC(CN1N=CC=2C1=CN=C(C2)\C=N\[S@](=O)C(C)(C)C)(C)F (R,E)-N-((1-(2,2-difluoropropyl)-1H-pyrazolo[3,4-c]pyridin-5-yl)methylene)-2-methylpropane-2-sulfinamide